((2S,3S,4R,5R)-5-(4-amino-2-oxopyrimidin-1(2H)-yl)-2,4-difluoro-3-hydroxy-4-methyltetrahydrofuran-2-yl)methyl diphenyl phosphate P(=O)(OC[C@]1(O[C@H]([C@]([C@@H]1O)(C)F)N1C(N=C(C=C1)N)=O)F)(OC1=CC=CC=C1)OC1=CC=CC=C1